(2,4-di-tert-butylphenyl)pentaerythritol diphosphite OP(O)OP(O)O.C(C)(C)(C)C1=C(C=CC(=C1)C(C)(C)C)C(O)C(CO)(CO)CO